N1N=CC(=C1)C1=CC=C(C=C1)NC1=NC(=NC=C1)C1=CC=C2C=C(N(C2=C1)C)C(=O)N1CC(C1)(F)F (6-(4-(4-(1H-pyrazol-4-yl)phenylamino)pyrimidin-2-yl)-1-methyl-1H-indol-2-yl)(3,3-difluoroazetidin-1-yl)methanone